C(#N)N1CCC(CC1)N1N=NC(=C1C)C=1C=C(C=2N(C1)N=CC2C#N)OC(CCO)C2=NC=C(C=C2)F 6-[1-(1-Cyano-4-piperidyl)-5-methyl-triazol-4-yl]-4-[1-(5-fluoro-2-pyridyl)-3-hydroxy-propoxy]pyrazolo[1,5-a]pyridine-3-carbonitrile